4-hexyloxy-N-ethylbutyramide C(CCCCC)OCCCC(=O)NCC